4-(5-Chlorofuran-2-yl)-1,3-bis(2,4-difluorophenyl)-5-methyl-N-((4-methyl-7-oxa-4-azaspiro[2.5]oct-6-yl)methyl)-4,5-dihydro-1H-pyrazole-5-carboxamide ClC1=CC=C(O1)C1C(=NN(C1(C(=O)NCC1CN(C2(CC2)CO1)C)C)C1=C(C=C(C=C1)F)F)C1=C(C=C(C=C1)F)F